NC1=C(C=C(N=N1)C1=C(C=CC=C1)O)N1CC2CCC(C1)N2C2=CC(=NC=C2)C#CCN2CC1(C2)OCCN(C1)C 2-[6-amino-5-[8-[2-[3-(8-methyl-5-oxa-2,8-diazaspiro[3.5]nonan-2-yl)prop-1-ynyl]-4-pyridyl]-3,8-diazabicyclo[3.2.1]octan-3-yl]pyridazin-3-yl]phenol